6-((2-(benzyloxycarbonyl)-2-azaspiro[3.3]hept-6-yl)amino)-2-(pyrrolidin-1-yl)pyrimidine-4-carboxylic acid C(C1=CC=CC=C1)OC(=O)N1CC2(C1)CC(C2)NC2=CC(=NC(=N2)N2CCCC2)C(=O)O